(6S)-4-(2-{[(4aS,7aR)-octahydro-1H-cyclopenta[b]pyridin-4a-yl]methoxy}-7-(7,8-difluoro-3-hydroxynaphthalen-1-yl)-8-fluoropyrido[4,3-d]pyrimidin-4-yl)-6-methyl-1,4-oxazepan-6-ol N1[C@H]2[C@@](CCC1)(CCC2)COC=2N=C(C1=C(N2)C(=C(N=C1)C1=CC(=CC2=CC=C(C(=C12)F)F)O)F)N1CCOC[C@](C1)(O)C